C1(CC1)CC1=C(C(=NN1C=1SC=C(N1)C(=O)O)C1=CC(=C(C=C1)F)C=1SC=CC1)CC1=CC(=C(C=C1)S(N)(=O)=O)F 2-(5-(cyclopropylmethyl)-3-(4-fluoro-3-(thiophen-2-yl)phenyl)-4-(3-fluoro-4-sulfamoylbenzyl)-1H-pyrazol-1-yl)thiazole-4-carboxylic acid